3-pyridin-3-ylpropyl-(2S)-1-(3,3-dimethyl-2-oxovaleryl)-pyrrolidine-2-carboxylic acid N1=CC(=CC=C1)CCC[C@@]1(N(CCC1)C(C(C(CC)(C)C)=O)=O)C(=O)O